racemic-5-[2-[ethoxy(methyl)phosphoryl]ethyl]imidazolidine-2,4-dione C(C)OP(=O)(C)CCC1C(NC(N1)=O)=O